C(C)(C)(C)S(=O)(=O)C=1C(=CC=2N(C1)C=CN2)C2=NN(C=C2)C2OCCCC2 6-(tert-butylsulfonyl)-7-(1-(tetrahydro-2H-pyran-2-yl)-1H-pyrazol-3-yl)imidazo[1,2-a]pyridine